BrC1=CC(=CC=C1)C(C)(C)C 1-Bromo-3-tert-butyl-benzene